CN1C2C(CC13CC3)(CCC2)CO (1-methyltetrahydro-1H-spiro[cyclopenta[b]pyrrol-2,1'-cyclopropan]-3a(3H)-yl)methanol